2-(4-aminophenylsulfonamido)-N,N-diethylacetamide NC1=CC=C(C=C1)S(=O)(=O)NCC(=O)N(CC)CC